FC=1C(=C(C=CC1F)[C@@H]([C@H](C(=O)OCC)O)S)OC ethyl (2S,3S)-3-(3,4-difluoro-2-methoxyphenyl)-2-hydroxy-3-mercaptopropanoate